OC=1C(=NC=CC1NC1=C(C(C1=O)=O)N[C@@H](C1=NC=CN=C1C)C1(CCCC1)C)C(=O)N(C)C (R)-3-hydroxy-N,N-dimethyl-4-((2-(((1-methylcyclopentyl)(3-methylpyrazin-2-yl)methyl)amino)-3,4-dioxocyclobut-1-en-1-yl)amino)picolinamide